Cl.CC1=C(C=CC=C1C(F)(F)F)[C@@H](C)N (R)-1-(2-methyl-3-(trifluoromethyl)phenyl)ethane-1-amine hydrochloride